4-(4-(7-fluoro-1H-indol-3-yl)thiophen-2-yl)-4-hydroxybutyric acid methyl ester COC(CCC(O)C=1SC=C(C1)C1=CNC2=C(C=CC=C12)F)=O